2-(3-((2-methoxyethoxy)methoxy)-4-methylnaphthalen-2-yl)-4,4,5,5-tetramethyl-1,3,2-dioxaborolane COCCOCOC=1C(=CC2=CC=CC=C2C1C)B1OC(C(O1)(C)C)(C)C